3-(5-(((1S,2R)-2-(((6-methoxypyridin-3-yl)methyl)amino)cyclohexyl)oxy)-1-oxoisoindolin-2-yl)piperidine-2,6-dione COC1=CC=C(C=N1)CN[C@H]1[C@H](CCCC1)OC=1C=C2CN(C(C2=CC1)=O)C1C(NC(CC1)=O)=O